CC=1N=CSC1C1=CC=C(CNC(=O)[C@H]2N(C[C@H](C2)O)C([C@H](C(C)(C)C)N)=O)C=C1 (2S,4S)-1-((S)-2-amino-3,3-dimethyl-butyryl)-4-hydroxy-pyrrolidine-2-carboxylic acid 4-(4-methyl-thiazol-5-yl)-benzylamide